ClC=1C=C(C=CC1)C1=NSC(=N1)C=1C=CC(N(N1)CC=1SC(=NN1)C1=CC=C(C=C1)F)=O 6-(3-(3-chlorophenyl)-1,2,4-thiadiazol-5-yl)-2-((5-(4-fluorophenyl)-1,3,4-thiadiazol-2-yl)methyl)pyridazin-3(2H)-one